C/C/1=C\\CC/C(=C/C[C@]2(CC[C@H]([C@@H]2CC1)C(C)(C)O)C)/C The molecule is a tricyclic diterpene with formula C20H32 which is produced by a diterpene cyclase gene expressed in roots of Arabidopsis. It has a role as a plant metabolite. It is a diterpenoid, a tertiary alcohol and a carbobicyclic compound.